5-(2-(3-(3-hydroxypropoxy)propoxy)ethyl)-4-phenyl-3a-(1-phenylvinyl)-1,2,3,3a,6,6a-hexahydropentalen OCCCOCCCOCCC1=C(C2(CCCC2C1)C(=C)C1=CC=CC=C1)C1=CC=CC=C1